ClC1=CC=C(C(=N1)C#N)N[C@H](C)C=1C=C(C=C2C(C(=C(OC12)C1=NC(=CC=C1)OC)C)=O)C 6-Chloro-3-[[(1R)-1-[2-(6-methoxy-2-pyridyl)-3,6-dimethyl-4-oxo-chromen-8-yl]ethyl]amino]pyridine-2-carbonitrile